C1(CC1)C1=CC(=C(C(=C1)C)C=1C=CC=2C(=NC(=CN2)[C@H]2CN(CCC2)C)N1)C |o1:19| 6-(4-cyclopropyl-2,6-dimethyl-phenyl)-3-[rel-(3R)-1-methyl-3-piperidyl]pyrido[2,3-b]pyrazine